1-({2-[4-(3-Methylpyridin-4-yl)cyclohexyl]ethyl}amino)-cyclopentan CC=1C=NC=CC1C1CCC(CC1)CCNC1CCCC1